BrC=1C(=CC(=NC1)Cl)C(F)(F)F 5-bromo-2-chloro-4-(trifluoromethyl)pyridine